3-(5-(tert-butylamino)-2-(1H-pyrazol-5-yl)thieno[3,2-b]pyridin-7-ylamino)-2-(methoxymethyl)-1-propanol C(C)(C)(C)NC1=CC(=C2C(=N1)C=C(S2)C2=CC=NN2)NCC(CO)COC